acetylamino-5-(3-hydroxypropyl)-1,3-thiazole-4-carboxylic acid ethyl ester C(C)OC(=O)C=1N=C(SC1CCCO)NC(C)=O